aminooleic acid NC(C(=O)O)CCCCCC\C=C/CCCCCCCC